2-(6-(((1S,4S,5S,6R)-6-fluoro-2-azabicyclo[2.2.2]octan-5-yl)(methyl)amino)pyridazin-3-yl)-5-(4-methoxy-1,3,5-triazin-2-yl)phenol F[C@H]1[C@H]([C@@H]2CN[C@H]1CC2)N(C2=CC=C(N=N2)C2=C(C=C(C=C2)C2=NC=NC(=N2)OC)O)C